N-[3-(6-chloro-1,3-benzothiazol-2-yl)-1-bicyclo[1.1.1]pentanyl]-3-(1-methyl-1-methylsulfonyl-ethyl)-1,2,4-thiadiazole-5-carboxamide ClC1=CC2=C(N=C(S2)C23CC(C2)(C3)NC(=O)C3=NC(=NS3)C(C)(S(=O)(=O)C)C)C=C1